tert-butyl N-[(6,7-difluoro-4-hydroxy-3,4-dihydro-2H-1-benzopyran-4-yl)methanesulfonyl]carbamate FC=1C(=CC2=C(C(CCO2)(O)CS(=O)(=O)NC(OC(C)(C)C)=O)C1)F